(4R)-4-[(tert-butoxycarbonyl)amino]pentanoic acid C(C)(C)(C)OC(=O)N[C@@H](CCC(=O)O)C